ethyl 4-[5-[2-[[2-[4-[(1S)-2-amino-1-methyl-ethoxy]-4-oxo-butanoyl]-4-fluoro-6-methoxy-benzothiophen-5-yl] oxymethyl] allyloxy]-4-fluoro-6-methoxy-benzothiophen-2-yl]-4-oxo-butanoate NC[C@@H](OC(CCC(=O)C=1SC2=C(C1)C(=C(C(=C2)OC)OCC(COC=2C(=CC1=C(C=C(S1)C(CCC(=O)OCC)=O)C2F)OC)=C)F)=O)C